FCC(CC(=O)O)C 3-Fluoromethylbutyric acid